(S)-2-methyl-1-(5-(pentafluoro-λ6-sulfanyl)pyridin-2-yl)piperazine hydrochloride Cl.C[C@@H]1N(CCNC1)C1=NC=C(C=C1)S(F)(F)(F)(F)F